C\C(=C/CCC(=C)C1CO1)\CCC=C(C)C (E)-2-(6,10-dimethylundec-1,5,9-trien-2-yl) ethylene oxide